racemic-2-(4-chloro-2-methoxyphenyl)-2-((3-methoxy-5-(methylsulfonyl)phenyl)amino)-1-(6-methoxy-5-(trifluoromethoxy)-1H-indol-3-yl)ethanone ClC1=CC(=C(C=C1)[C@H](C(=O)C1=CNC2=CC(=C(C=C12)OC(F)(F)F)OC)NC1=CC(=CC(=C1)S(=O)(=O)C)OC)OC |r|